2-fluoro-5-methoxy-N-(6-(2-methylpyridin-4-yl)imidazo[1,2-a]pyrimidin-2-yl)benzamide FC1=C(C(=O)NC=2N=C3N(C=C(C=N3)C3=CC(=NC=C3)C)C2)C=C(C=C1)OC